FC1=NC(=CC=C1C=1CCSC2=C(C1C1=CC=C(C=C1)O[C@@H]1CN(CC1)CCCF)C=CC(=C2)O)F 4-(2,6-difluoro-3-pyridyl)-5-[4-[(3S)-1-(3-fluoropropyl)pyrrolidin-3-yl]oxyphenyl]-2,3-dihydro-1-benzothiepin-8-ol